(S)-4-(3-(3-ethoxy-5-fluorophenyl)-5-(3-(trifluoromethyl)phenylsulfonyl)-6a,7,9,10-tetrahydro-5H-pyrazino[1,2-a]pyrido[3,2-e]pyrazin-8(6H)-yl)-4-oxobutanoic acid C(C)OC=1C=C(C=C(C1)F)C1=CC=2N(C[C@H]3N(C2N=C1)CCN(C3)C(CCC(=O)O)=O)S(=O)(=O)C3=CC(=CC=C3)C(F)(F)F